(3,7-dimethyloctyl)magnesium bromide CC(CC[Mg]Br)CCCC(C)C